6-(4-methoxybenzylamino)purine mesylate S(C)(=O)(=O)O.COC1=CC=C(CNC2=C3NC=NC3=NC=N2)C=C1